C(C=C)C1C(CCCC1)CC=C 1,2-diallyl-cyclohexane